Cl.COC=1C=C(C=2C=CC=NC2C1)N[C@@H]1CNCC1 (S)-7-methoxy-N-(pyrrolidin-3-yl)quinolin-5-amine hydrochloride